Prop-2-ynyl 2-((3-chloro-1-(2,6-difluorophenyl)-1,2-dihydro-6-methyl-2-oxopyridin-4-yloxy) methyl)-5-fluorobenzylcarbamate ClC=1C(N(C(=CC1OCC1=C(CNC(OCC#C)=O)C=C(C=C1)F)C)C1=C(C=CC=C1F)F)=O